brassidic acid C(CCCCCCCCCCC\C=C\CCCCCCCC)(=O)O